2,6-PyridineDicarboxylic Acid N1=C(C=CC=C1C(=O)O)C(=O)O